sodium 6-((tert-butoxycarbonyl)amino)-2,3-dichloropyridin-4-thiolate C(C)(C)(C)OC(=O)NC1=CC(=C(C(=N1)Cl)Cl)[S-].[Na+]